FC=1C=C(C=C(C1)F)C1CCN(CC1)C1=CC(=NN1)C1=CC=NC=C1 4-(3,5-Difluorophenyl)-1-(3-(pyridin-4-yl)-1H-pyrazol-5-yl)piperidin